5-((R)-1-(((S)-tert-butylsulfinyl)amino)-2-methylpropyl)thiophene-3-carboximidamide C(C)(C)(C)[S@](=O)N[C@H](C(C)C)C1=CC(=CS1)C(N)=N